C(C)(C)(C)OC(=O)N1C[C@@H]([C@@H](CC1)OCC1CNC1)F (3S,4R)-4-(azetidin-3-ylmethoxy)-3-fluoro-piperidine-1-carboxylic acid tert-butyl ester